CC1=C(C(=O)C2=CC=CC=3C4=CC=CC=C4P(C23)=O)C(=CC(=C1)C)C 2,4,6-trimethylbenzoyl-9-oxo-9-phosphafluorene